N1=C(C=CC=C1)CN(CCCOC=1C(=C(C=CC1)C1=C(C=CC=C1)C)C)CC1=NC=CC=C1 (3-(bis(pyridin-2-ylmethyl)amino)propoxy)-2,2'-dimethyl-[1,1'-biphenyl]